C[C@H]1OCCN(C1)[C@H]1COC2=CC=CC=C2[C@@H]1NC=1C=2C=C(N(C2C=CC1)COCC[Si](C)(C)C)C(F)(F)F N-((3R,4S)-3-((R)-2-methylmorpholino)chroman-4-yl)-2-(trifluoromethyl)-1-((2-(trimethylsilyl)ethoxy)methyl)-1H-indol-4-amine